CNC([C@@H](CC)NC(OC(C)(C)C)=O)=O tert-butyl (R)-(1-(methylamino)-1-oxobutan-2-yl)carbamate